N,N-diisopropylbenzamide di-hydrochloride Cl.Cl.C(C)(C)N(C(C1=CC=CC=C1)=O)C(C)C